3-(3-ethoxybenzyl)azetidin C(C)OC=1C=C(CC2CNC2)C=CC1